C12CCC(CC1)C2.[NH4+] ammonium norbornane